sodium 3,3'-dithiodipropanesulfonate C(CCSSCCCS(=O)(=O)[O-])S(=O)(=O)[O-].[Na+].[Na+]